BrC=1SC(=C(N1)[C@H]1N(CCC1)C(=O)O)C1CCOCC1 (S)-2-(2-bromo-5-(tetrahydro-2H-pyran-4-yl)thiazol-4-yl)pyrrolidine-1-carboxylic acid